2-[6-bromo-4-(2,2-difluorospiro[3.3]heptan-6-yl)oxy-1-oxophthalazin-2-yl]-N-(cis-3-hydroxy-3-methylcyclobutyl)acetamide BrC=1C=C2C(=NN(C(C2=CC1)=O)CC(=O)NC1CC(C1)(C)O)OC1CC2(CC(C2)(F)F)C1